CC=1C(=CC=C2C3=C(C(OC12)(C)C)CC[C@H](C3)C)O (9R)-4,6,6,9-Tetramethyl-7,8,9,10-tetrahydrobenzo[c]chromen-3-ol